1-(5-chloro-4-iodo-2-pyridinyl)-3,3-difluoro-cyclobutanecarboxylic acid ClC=1C(=CC(=NC1)C1(CC(C1)(F)F)C(=O)O)I